C(C)OCOC=1C=CC=C2CCCC(C12)=O 8-(ethoxymethoxy)-3,4-dihydronaphthalen-1(2H)-one